3-[2-({1-methyl-1-[3-(methylsulfonyl)(2-pyridyl)]ethyl}amino)pyrimidin-5-yl]benzamide CC(C)(C1=NC=CC=C1S(=O)(=O)C)NC1=NC=C(C=N1)C=1C=C(C(=O)N)C=CC1